2,3-dihydro-1-benzofuran-7-carboxylate O1CCC2=C1C(=CC=C2)C(=O)[O-]